OC1=C(C=CC(=C1C)OCC1=NC=C(N=C1)C1=CC(=CC=C1)C1=NOC(=N1)C)C(CC(C)(C)C)=O 1-(2-Hydroxy-3-methyl-4-((5-(3-(5-methyl-1,2,4-oxadiazol-3-yl)phenyl)pyrazin-2-yl)methoxy)phenyl)-3,3-dimethylbutan-1-one